cis-N-{2-fluoro-3-[6-oxo-4-(trifluoromethyl)-1,6-dihydropyrimidin-2-yl]-4-(trifluoromethyl)benzyl}-3-isobutoxycyclobutane-1-carboxamide FC1=C(CNC(=O)[C@@H]2C[C@@H](C2)OCC(C)C)C=CC(=C1C=1NC(C=C(N1)C(F)(F)F)=O)C(F)(F)F